7-benzyl-3-phenyl-3,4-dihydro-2H,8H-[1,2,4]triazino[3,2-b][1,3,5]thiadiazin-8-one C(C1=CC=CC=C1)C=1C(N=C2SCN(CN2N1)C1=CC=CC=C1)=O